N2-(2-(1-(Cyclopropylsulfonyl)-1H-pyrazol-4-yl)pyrimidin-4-yl)-N4-(4-((2-(dimethylamino)ethyl)amino)cyclohexyl)-5-(2-(trifluoromethyl)thiazol-4-yl)pyridine-2,4-diamine C1(CC1)S(=O)(=O)N1N=CC(=C1)C1=NC=CC(=N1)NC1=NC=C(C(=C1)NC1CCC(CC1)NCCN(C)C)C=1N=C(SC1)C(F)(F)F